(Z)-2-(4-((6-chloro-1H-indol-3-yl)methylene)-2,5-dioxoimidazol-1-yl)-2-(4-chlorophenyl)-N-(1,3-dihydroxypropan-2-yl)acetamide ClC1=CC=C2C(=CNC2=C1)\C=C\1/NC(N(C1=O)C(C(=O)NC(CO)CO)C1=CC=C(C=C1)Cl)=O